FC1=CC=2C(C3=CC=CC=C3OC2C=C1)NC(=O)C=1C(NC(=CC1)C(F)(F)F)=O N-(2-fluoro-9H-xanthen-9-yl)-2-oxo-6-(trifluoromethyl)-1,2-dihydropyridine-3-carboxamide